Cl.Cl.Cl.COC=1C=C2C(=NC(=NC2=CC1OC)N1CCN(CCC1)C)N 6,7-dimethoxy-2-(4-METHYL-1,4-diazepan-1-yl)quinazolin-4-amine trihydrochloride